7-chloro-8-fluoro-5-((triisopropylsilyl)ethynyl)pyrido[4,3-d]pyrimidine-2,4-diol ClC1=C(C=2N=C(N=C(C2C(=N1)C#C[Si](C(C)C)(C(C)C)C(C)C)O)O)F